4-((1-(3-chlorobenzyl)-5-phenyl-1H-indole-7-carboxamido)methyl)benzoic acid ClC=1C=C(CN2C=CC3=CC(=CC(=C23)C(=O)NCC2=CC=C(C(=O)O)C=C2)C2=CC=CC=C2)C=CC1